tert-butyl 4-((4-bromo-3-methoxyphenyl)amino)piperidine-1-carboxylate BrC1=C(C=C(C=C1)NC1CCN(CC1)C(=O)OC(C)(C)C)OC